N-(2-(6-fluoro-1H-indol-3-yl)ethyl)-2-(5-fluoropyridin-3-yl)-5,6,7,8-tetrahydropyrido[3,4-d]pyrimidin-4-amine FC1=CC=C2C(=CNC2=C1)CCNC=1C2=C(N=C(N1)C=1C=NC=C(C1)F)CNCC2